(3R)-4,4-difluoro-3-methylpiperidine FC1([C@@H](CNCC1)C)F